CS(=O)(=O)C=1N=CC=2N=CN=C(C2N1)O 6-methylsulfonylpyrimido[5,4-d]pyrimidin-4-ol